isopropyl vinyl ether C(=C)OC(C)C